Cl.C(=O)C1CCNCC1 4-FORMYLPIPERIDINE HCL